CON=CC1=C(C(=CC(=C1)Br)F)F 5-bromo-2,3-difluorobenzaldehyde O-methyloxime